FC1([C@H](OC1)[C@]1(CN(CC1)CC=1C=NC(=CC1)C)CCC1=CC=C(C#N)C=C1)F |o1:2| 4-(2-((R)-3-((R or S)-3,3-difluorooxetan-2-yl)-1-((6-methylpyridin-3-yl)methyl)pyrrolidin-3-yl)ethyl)benzonitrile